C(C1=CC=CC=C1)OC(C(C(C)C)OC[C@@H]1[C@H](N(CC1)C(=O)OC(C)(C)C)CO)=O tert-butyl (2S,3S)-3-(((1-(benzyloxy)-3-methyl-1-oxobutan-2-yl)oxy)methyl)-2-(hydroxymethyl)pyrrolidine-1-carboxylate